N-(4-((4-cyclobutylpiperidin-1-yl)sulfonyl)phenyl)-5-((2,5-dioxo-2,5-dihydro-1H-imidazol-4-yl)methyl)-2-(N-methylmethylsulfonamido)benzamide C1(CCC1)C1CCN(CC1)S(=O)(=O)C1=CC=C(C=C1)NC(C1=C(C=CC(=C1)CC1=NC(NC1=O)=O)N(S(=O)(=O)C)C)=O